CC(C)CC[C@H](CCCCCCCCCCCC)C (S)-2,5-dimethyl-heptadecane